6'-((4-(hydroxymethyl)phenyl)amino)-5'-nitro-[2,2'-bipyridine]-3-carbonitrile OCC1=CC=C(C=C1)NC1=C(C=CC(=N1)C1=NC=CC=C1C#N)[N+](=O)[O-]